2-(9-Ethylcarbazol-2-yl)-2-phenyl-5-methoxycarbonyl-6-hydroxy-2H-naphtho[1,2-b]pyran C(C)N1C2=CC=CC=C2C=2C=CC(=CC12)C1(C=CC2=C(O1)C1=CC=CC=C1C(=C2C(=O)OC)O)C2=CC=CC=C2